ethyl (2S)-2-amino-4-phenyl-butyrate N[C@H](C(=O)OCC)CCC1=CC=CC=C1